FC=1C(=C(C=CC1F)[C@H]1[C@@H](O[C@@](C1)(C(F)(F)F)CC)C(=O)NC1=CC(=NC=C1)C(=O)N)OC (2R,3S,5S)-4-[[3-(3,4-Difluoro-2-methoxy-phenyl)-5-ethyl-5-(trifluoromethyl)tetrahydrofuran-2-carbonyl]amino]pyridin-2-carboxamid